1-((2R,4S,5R)-5-ethyl-4-hydroxy-5-(hydroxymethyl)tetrahydrofuran-2-yl)-5-fluoropyrimidine-2,4(1H,3H)-dione C(C)[C@]1([C@H](C[C@@H](O1)N1C(NC(C(=C1)F)=O)=O)O)CO